5-(((1R,1aS,6bR)-1-(6-(trifluoromethyl)-1H-benzo(d)imidazol-2-yl)-1a,6b-dihydro-1H-cyclopropa(b)benzofuran-5-yl)oxy)-3,4-dihydro-1,8-naphthyridin-2(1H)-one FC(C=1C=CC2=C(NC(=N2)[C@@H]2[C@H]3OC4=C([C@H]32)C=C(C=C4)OC4=C3CCC(NC3=NC=C4)=O)C1)(F)F